Cl.NC(C(=O)N1CCN(CC1)C(=O)NC1=NC(N(C=C1)C1CCC(CC1)CN1CC(C1)CN)=O)(C)C 4-(2-Amino-2-methylpropanoyl)-N-(1-(4-((3-(aminomethyl)azetidin-1-yl)methyl)cyclohexyl)-2-oxo-1,2-dihydropyrimidin-4-yl)piperazine-1-carboxamide hydrochloride salt